C[C@@H]1N(CCNC1)C=1C=CC=C2C(=CN=CC12)N1C(NC(CC1)=O)=O 1-[8-[(2S)-2-methylpiperazin-1-yl]-4-isoquinolinyl]Hexahydropyrimidine-2,4-dione